tert-butyl 4-methyl-4-(4-nitrophenoxy)piperidine-1-carboxylate CC1(CCN(CC1)C(=O)OC(C)(C)C)OC1=CC=C(C=C1)[N+](=O)[O-]